C(C)OC(=O)C1=CC2=C(N(C(N2CC(F)F)=O)C)C=C1N 6-amino-3-(2,2-difluoroethyl)-1-methyl-2-oxo-2,3-dihydro-1H-benzo[d]imidazole-5-carboxylic acid ethyl ester